C(OCCCCBr)(OCC1CCC(CC1)CCCCC)=O 4-bromobutyl ((4-pentylcyclohexyl)methyl) carbonate